OC(CCC1=NC2=CC=C(C=C2C(=C1C(=O)N)NC(C)C)C1=CNC(C=C1)=O)(C)C 3-hydroxy-3-methylbutyl-4-(isopropylamino)-6-(6-oxo-1,6-dihydropyridin-3-yl)quinoline-3-carboxamide